BrC=1C=C(C=CC1OC[C@H](CCl)O)C(C)(C)C1=CC=C(OC[C@@H](CN2CCSCC2)O)C=C1 (R)-1-(4-(2-(3-bromo-4-((R)-3-chloro-2-hydroxypropoxy)phenyl)propan-2-yl)phenoxy)-3-thiomorpholinopropan-2-ol